C1(CC1)NC(=O)C=1C=C(C(=C(C1)C1=C(C(=O)NCC2=C(C(=C(C=C2)F)F)F)C=CC=N1)C)F {5-[(cyclopropylamino)carbonyl]-3-fluoro-2-methylphenyl}-N-(2,3,4-trifluorobenzyl)nicotinamide